FC1=C(C=C(C=C1F)C1=C(C=CC=C1C)C)[C@H](CC(=O)O)NC([C@H](CC(C)C)NC(=O)C=1C=CC=C2C=CC=NC12)=O (3S)-3-{4,5-difluoro-2',6'-dimethyl-[1,1'-biphenyl]-3-yl}-3-[(2S)-4-methyl-2-[(quinolin-8-yl)formamido]pentanamido]propanoic acid